methyl-4-fluorostyrene CC=CC1=CC=C(C=C1)F